(4-(7-((3-thiomorpholinopropyl)amino)thieno[3,2-b]pyridin-5-yl)phenyl)methanone S1CCN(CC1)CCCNC1=C2C(=NC(=C1)C1=CC=C(C=C1)C=O)C=CS2